tert-butyl 4-oxo-1,9-diazaspiro[5.5]undecane-1-carboxylate O=C1CCN(C2(C1)CCNCC2)C(=O)OC(C)(C)C